ClC1=NC=C(C(=N1)NCC1=C(C=C(C=C1)F)C)C(=O)N 2-chloro-4-((2-methyl-4-fluorobenzyl)amino)pyrimidin-5-carboxamide